CS(=O)(=O)[O-].[K+] potassium methanesulfonate salt